C12OCCN(C2C1)C(=O)C=1C2=C(N(N1)C1=CC=C(C=C1)CN1CCOCC1)C=1C=CC=C(C1S(C2)(=O)=O)OC 2-oxa-5-azabicyclo[4.1.0]hept-5-yl-(6-methoxy-1-(4-(morpholinylmethyl)phenyl)-5,5-dioxido-1,4-dihydrothiochromeno[4,3-c]pyrazol-3-yl)methanone